FC=1C2=CN(N=C2C=CC1B1OC(C(O1)(C)C)(C)C)C 4-Fluoro-2-methyl-5-(4,4,5,5-tetramethyl-1,3,2-dioxaborolan-2-yl)indazole